N-(Bicyclo[1.1.1]pentan-1-yl)-2-(2,4-difluoro-3-hydroxy-5-(trifluoromethyl)phenyl)benzo[d]oxazole-5-carboxamide C12(CC(C1)C2)NC(=O)C=2C=CC1=C(N=C(O1)C1=C(C(=C(C(=C1)C(F)(F)F)F)O)F)C2